NC=1C=C(C=CC1Cl)C1=C(C=C(C=C1)C1=NNCOC1)C(F)(F)F 5-[3'-amino-4'-chloro-2-(trifluoromethyl)biphenyl-4-yl]-3,6-dihydro-2H-1,3,4-oxadiazin